1H-spiro[1,8-naphthyridine-2,3'-pyrrolidin] N1CC2(CC1)NC1=NC=CC=C1C=C2